ClC1=CC=C(C=C1)C=1C=C(C(N(N1)C1=CC(=CC=C1)F)=O)C(=O)NC(CO)C1CCC1 6-(4-chlorophenyl)-N-(1-cyclobutyl-2-hydroxyethyl)-2-(3-fluorophenyl)-3-oxo-2,3-dihydropyridazine-4-carboxamide